bromo-5-chloro-[1,1'-biphenyl]-2-ol BrC1=C(C(=CC(=C1)Cl)C1=CC=CC=C1)O